E-farnesyl ether C(\C=C(/C)\CCC=C(C)CCC=C(C)C)OC\C=C(/C)\CCC=C(C)CCC=C(C)C